ClC=1C=C(C=CC1F)NC1=NC=CC2=CC(=C(C=C12)NC(CCCN1CCC(CC1)(F)F)=O)OC N-(1-((3-chloro-4-fluorophenyl)amino)-6-methoxyisoquinolin-7-yl)-4-(4,4-difluoropiperidin-1-yl)butanamide